3-cyclopropyl-6-(methoxymethoxy)-3,4-dihydroisoquinolin C1(CC1)C1N=CC2=CC=C(C=C2C1)OCOC